NC(C#C)C=1C(NC(N([C@H]2C[C@H](O)[C@@H](CO)O2)C1)=O)=O 5-(aminopropargyl)-2'-deoxyuridine